NC=1C2=C(N=CN1)N(C(=C2C2=CC=C(C=C2)OC2=CC=CC=C2)C#CC2CC(C2)N2CCC(CC2)N)C 1-(3-{2-[4-amino-7-methyl-5-(4-phenoxyphenyl)-7H-pyrrolo[2,3-d]pyrimidin-6-yl]ethynyl}cyclobutyl)piperidin-4-amine